3,4,6-tris-O-acetyl-D-glucal C(C)(=O)O[C@@H]1C=CO[C@@H]([C@H]1OC(C)=O)COC(C)=O